ClC1=C(C=CC=C1)C1=NC=2N(C(N(C(C2N1C1=CC=C(C=C1)Cl)=O)[C@@H](C(=O)N)C)=O)CC1CCOCC1 (2R)-2-[8-(2-chlorophenyl)-7-(4-chlorophenyl)-3-(oxan-4-ylmethyl)-2,6-dioxopurin-1-yl]propanamide